OCCOC(C(=C)C)=O.C(C(=C)C)(=O)C[N+](C)(C)CC methacryloylethyl-trimethyl-ammonium 2-hydroxyethyl-methacrylate